NC1=NC(=CC(=C1)NCCCC)CC1=CC=C(C=C1)CN(C)C 2-amino-4-(butylamino)-6-(4-((dimethylamino)methyl)benzyl)pyridin